ethyl 2-(4-(6-((4-cyano-2-fluorobenzyl)oxy)pyridin-2-yl)piperidin-1-yl)propanoate C(#N)C1=CC(=C(COC2=CC=CC(=N2)C2CCN(CC2)C(C(=O)OCC)C)C=C1)F